CO[Rh-]OC dimethoxyrhodium (I)